FC1=CC2=C(N=CS2)C=C1NC1=C2C(=NC=C1)SC(=C2)[C@@H]2[C@H](NCCC2)C 6-Fluoro-N-(2-((2R,3S)-2-methylpiperidin-3-yl)thieno[2,3-b]pyridin-4-yl)benzo[d]thiazol-5-amine